3,5-diphenoxybenzene O(C1=CC=CC=C1)C=1C=CC=C(C1)OC1=CC=CC=C1